FC1=CC=C(C=C1)CCCl 1-fluoro-4-(2-chloroethyl)benzene